Methyl 5-acetyl-2-(benzyloxy)-4-fluorobenzoate C(C)(=O)C=1C(=CC(=C(C(=O)OC)C1)OCC1=CC=CC=C1)F